tert-butyl 3-(2-fluorophenyl)-2-(3-nitrobenzyl)-4,6-dihydropyrrolo[3,4-c]pyrazole-5(2H)-carboxylate FC1=C(C=CC=C1)C1=C2C(=NN1CC1=CC(=CC=C1)[N+](=O)[O-])CN(C2)C(=O)OC(C)(C)C